trimethoxy(n-propyl)silane CO[Si](CCC)(OC)OC